(S)-methyl (2-methyl-3-oxo-2,3,4,5-tetrahydro-1H-benzo[c]azepin-4-yl)carbamate CN1CC2=C(C[C@@H](C1=O)NC(OC)=O)C=CC=C2